Cl.C(C)C1=C(C(=NN1)C(=O)NC1=CC=C(C=C1)[C@H]1CNCCO1)C 5-ethyl-4-methyl-N-[4-[(2S)-morpholin-2-yl]phenyl]-1H-pyrazole-3-carboxamide monohydrochloride